4-(1-(3-Chloro-2-(4-ethylpiperazin-1-yl)pyridin-4-yl)-1H-imidazol-4-yl)-N-(1-(methylsulfonyl)piperidin-4-yl)-5-(trifluoromethyl)pyrimidin-2-amine ClC=1C(=NC=CC1N1C=NC(=C1)C1=NC(=NC=C1C(F)(F)F)NC1CCN(CC1)S(=O)(=O)C)N1CCN(CC1)CC